O=C1NC(CCC1C=1C(=C(C2=C(NC(N2C)=O)C1)N1CCC(CC1)CNCOC(=O)N1CCCCC1)OC)=O [[1-[1-(2,6-dioxo-3-piperidyl-5-methoxy-3-methyl-2-oxo-benzimidazol-4-yl)-4-piperidyl]-methyl-amino]methyl]piperidine-1-carboxylate